octylimino-tris(dimethylamino)phosphorane C(CCCCCCC)N=P(N(C)C)(N(C)C)N(C)C